rac-2-[(1S,4Z)-cyclooct-4-en-1-yl]oxy-1-[4-(5-fluoro-2-pyridyl)piperazin-1-yl]ethanone [C@H]1(CC\C=C/CCC1)OCC(=O)N1CCN(CC1)C1=NC=C(C=C1)F |r|